N-((7R)-2-Cyano-2-azabicyclo[2.2.1]heptan-7-yl)-5-(4-phenoxypyridin-3-yl)-1H-pyrazol-3-carboxamid C(#N)N1C2CCC(C1)[C@H]2NC(=O)C2=NNC(=C2)C=2C=NC=CC2OC2=CC=CC=C2